tert-butyl N-{[2-(2,3-difluoropropoxy)pyridin-4-yl]methyl}carbamate FC(COC1=NC=CC(=C1)CNC(OC(C)(C)C)=O)CF